methyl-iodine sodium salt [Na].CI